4-(2-(dimethylamino)ethoxy)-3-methylaniline CN(CCOC1=C(C=C(N)C=C1)C)C